ClC=1C=C(C=C(C1)Cl)NC1N(C(=NC(=N1)N)N1CCOCC1)C1=CC(=CC(=C1)Cl)Cl N,N1-Bis-(3,5-dichlorophenyl)-6-morpholine-4-yl-[1,3,5]triazine-2,4-diamine